2-(trifluoromethyl)tetrahydropyran-4-one FC(C1OCCC(C1)=O)(F)F